((3aR,4R,6R,6aR)-6-(4-aminopyrrolo[2,1-f][1,2,4]triazin-7-yl)-6-cyano-2,2-dimethyltetrahydrofuro[3,4-d][1,3]dioxol-4-yl)methyl (tert-butoxycarbonyl)-D-valinate C(C)(C)(C)OC(=O)N[C@H](C(C)C)C(=O)OC[C@H]1O[C@@]([C@@H]2OC(O[C@@H]21)(C)C)(C#N)C2=CC=C1C(=NC=NN12)N